C1(=CC=CC=C1)C=1C=C2C=CN(C2=C(C1)C(=O)N[C@@H](C)C1=CC=C(C(=O)O)C=C1)CC1=CC(=CC=C1)C(F)(F)F (S)-4-(1-(5-phenyl-1-(3-(trifluoromethyl)benzyl)-1H-indole-7-carboxamido)ethyl)benzoic acid